ClC1=NC(=NC(=C1)NC=1C=NC=C(C1)C)[C@@H]1CC[C@@H](N(C1)C(C)=O)C |r| (+/-)-cis-1-(5-(4-chloro-6-((5-methylpyridin-3-yl)amino)pyrimidin-2-yl)-2-methylpiperidin-1-yl)ethan-1-one